CN1N=NN=C1NC(C1=C(N=C(C=C1)C(F)(F)F)COCC1=NN(C(=N1)C=C)C)=O N-(1-methyl-1H-tetrazol-5-yl)-2-(((1-methyl-5-vinyl-1H-1,2,4-triazol-3-yl)methoxy)methyl)-6-(trifluoromethyl)nicotinamide